N-(2-bromophenyl)-2,2-dimethylpropanamide BrC1=C(C=CC=C1)NC(C(C)(C)C)=O